CN(C)CCCN(C)C 2,6-dimethyl-2,6-diazaheptane